FC(C=1C(=CC(=C(C1)N=CN(C)CC)C)OCCC[Si](C)(C)C)F N'-(5-difluoromethyl-2-methyl-4-(3-trimethylsilanylpropoxy)phenyl)-N-ethyl-N-methylformamidine